C(#N)C1=CC=CC=C1C#N 1,6-dicyanobenzene